1-methyl-3-ethoxymethyl-imidazole bis(trifluoromethanesulfonyl)imide salt [N-](S(=O)(=O)C(F)(F)F)S(=O)(=O)C(F)(F)F.CN1CN(C=C1)COCC